phenyl[(dimethylfluorenyl)phenyl]anthracene-d8 C1(=CC=CC=C1)C1=C2C(=C(C(=C(C2=C(C=2C(=C(C(=C(C12)[2H])[2H])[2H])[2H])[2H])[2H])[2H])[2H])C1=C(C=CC=C1)C1=C(C(=CC=2C3=CC=CC=C3CC12)C)C